2,3-dihydro-3,5-dipalmitoyloxy-6-methyl-4H-pyran-4-one C(CCCCCCCCCCCCCCC)(=O)OC1COC(=C(C1=O)OC(CCCCCCCCCCCCCCC)=O)C